C[C@](N)(C(=O)O)C=CCCC (R)-α-methyl-α-pentenylglycine